N-((1S,4S,5S)-2-(5-(6-(3-cyanopyrrolo[1,2-b]pyridazin-7-yl)-4-(isopropylamino)pyridin-3-yl)-1,3,4-thiadiazol-2-yl)-2-azabicyclo[2.2.1]hept-5-yl)acetamide C(#N)C1=CC=2N(N=C1)C(=CC2)C2=CC(=C(C=N2)C2=NN=C(S2)N2[C@@H]1C[C@@H]([C@H](C2)C1)NC(C)=O)NC(C)C